(3S,4S)-3-ethyl-4-[(1S)-1-{[(R)-2-methylpropan-2-sulfinyl]amino}ethyl]piperidine-1-carboxylic acid tert-butyl ester C(C)(C)(C)OC(=O)N1C[C@H]([C@H](CC1)[C@H](C)N[S@](=O)C(C)(C)C)CC